ClC=1C=C(C=CC1Cl)C(COC1=CC=C(C=C1)N1C([C@@H]2[C@H]3[C@H]4[C@@H]([C@@H]([C@@H]2C1=O)C=C3)C4)=O)=O (3aR,4R,4aR,5aS,6S,6aS)-2-(4-(2-(3,4-Dichlorophenyl)-2-oxoethoxy)phenyl)-4,4a,5,5a,6,6a-hexahydro-4,6-ethenocyclopropa[f]isoindole-1,3(2H,3aH)-dione